COC1=CC=C(C=C1)/C(=C/C(=O)O)/C (E)-3-(4-methoxyphenyl)but-2-enoic acid